ClC=1C=C(C=C(C1)Cl)NCC#N 2-(3,5-dichlorophenyl)aminoacetonitrile